4-((1-(4-(6-(trifluoromethyl)pyridin-2-yl)piperazine-1-carbonyl)cyclopentyl)oxy)benzonitrile FC(C1=CC=CC(=N1)N1CCN(CC1)C(=O)C1(CCCC1)OC1=CC=C(C#N)C=C1)(F)F